C[C@H]1O[C@H](CC(C1)OC1CCN(CC1)C1=C(C=CC=C1[N+](=O)[O-])F)C 4-{[(2R,6S)-2,6-dimethyloxan-4-yl]oxy}-1-(2-fluoro-6-nitrophenyl)piperidine